ClC1=C(C=CC=C1)CC(=O)NC1=CC(=C(C=C1)OC1CS(CC1)=O)S(N)(=O)=O 2-(2-chlorophenyl)-N-{4-[(1-Oxidotetrahydrothiophen-3-yl)oxy]-3-sulfamoylphenyl}acetamide